(5-methoxy-2-(2H-1,2,3-triazol-2-yl)phenyl)(2-((2-methylbenzo[d]thiazol-6-yl)methyl)pyrazolidin-1-yl)methanone COC=1C=CC(=C(C1)C(=O)N1N(CCC1)CC1=CC2=C(N=C(S2)C)C=C1)N1N=CC=N1